[Cl-].[NH+]=1NN=NC1 2H-Tetrazolium Chloride